C1(=CC=CC=C1)C1(C(C(=CC(=C1[2H])[2H])[2H])[2H])[2H] biphenyl-1',2',3',5',6'-d5